tert-butyl (S)-3-((methyl(neopentyl)amino) methyl)pyrrolidine-1-carboxylate CN(CC(C)(C)C)C[C@H]1CN(CC1)C(=O)OC(C)(C)C